N=1C=CNC(CC1)=O [1,4]Diazepin-5(6H)-one